5-Cyano-N-[2-(4,4-dimethylcyclohexen-1-yl)-6-[1,5-dimethyl-8-oxabicyclo[3.2.1]octan-3-yl]-3-pyridyl]-1H-imidazole-2-carboxamide C(#N)C1=CN=C(N1)C(=O)NC=1C(=NC(=CC1)C1CC2(CCC(C1)(O2)C)C)C2=CCC(CC2)(C)C